3-(trimethylsilyl)-1-propanol C[Si](CCCO)(C)C